F[B-](F)(F)F.C(CCC)N1C=[N+](C=C1)C 1-butyl-3-methylimidazolium tetrafluoroborate